BrCC1=CC=C(C=C1)C(C(=O)O)C 2-(p-bromomethylphenyl)propionic acid